2-chloro-5-[3,6-dihydro-3-methyl-2,6-dioxo-4-(trifluoromethyl)-1-(2H)pyrimidinyl]-4-fluoro-N-[[methyl(1-methylethyl)-amino]sulfonyl]benzamide ClC1=C(C(=O)NS(=O)(=O)N(C(C)C)C)C=C(C(=C1)F)N1C(N(C(=CC1=O)C(F)(F)F)C)=O